2-(Pyrazol-4-ylamino)-pyrimidine N1N=CC(=C1)NC1=NC=CC=N1